(S)-3-(5-(4-(Difluoromethyl)-6-oxo-1,6-dihydropyridin-3-carboxamido)-4-(3,4-dimethylpiperazin-1-yl)-2-fluorophenyl)-2,5-dihydro-1H-pyrrol FC(C=1C(=CNC(C1)=O)C(=O)NC=1C(=CC(=C(C1)C=1CNCC1)F)N1C[C@@H](N(CC1)C)C)F